2,4-dimethylbenzoate CC1=C(C(=O)[O-])C=CC(=C1)C